4-hydroxy-2-(thiazol-4-yl)pyrimidine-5-carboxylic acid OC1=NC(=NC=C1C(=O)O)C=1N=CSC1